6-(3-bromoanilino)purine BrC=1C=C(NC2=C3NC=NC3=NC=N2)C=CC1